COC1=CC(NC1)=O 4-methoxy-1,5-dihydro-2H-pyrrol-2-one